C(NCCS(=O)(=O)O)C=1C(NC(NC1)=O)=O 5-taurinomethyl-uracil